(E)-6-((1-(But-2-enoyl)-3-(2-chloro-3-methylphenyl)azetidin-3-yl)amino)-3,3-dimethylindolin-2-one C(\C=C\C)(=O)N1CC(C1)(C1=C(C(=CC=C1)C)Cl)NC1=CC=C2C(C(NC2=C1)=O)(C)C